N-valeryl-N-{[Z-(1H-tetrazole-5-yl)-biphenyl-4-yl]-methyl}-valine C(CCCC)(=O)N([C@@H](C(C)C)C(=O)O)CC1=CC(=C(C=C1)C1=CC=CC=C1)C1=NN=NN1